2-([5-[3-(2,2-Dimethylpropoxy)phenyl]-1-(1-methyl-1H-1,2,3-benzotriazol-7-yl)-1H-pyrazol-3-yl]methoxy)-2-methylpropanoic acid CC(COC=1C=C(C=CC1)C1=CC(=NN1C1=CC=CC2=C1N(N=N2)C)COC(C(=O)O)(C)C)(C)C